NC=1C2=C(N=CN1)N(C=C2C=2C=C(CCS(=O)(=O)N)C=C(C2)C)[C@@H]2C[C@@H](C2)CN2CCC2 (3-(4-amino-7-(cis-3-(azetidin-1-ylmethyl)cyclobutyl)-7H-pyrrolo[2,3-d]pyrimidin-5-yl)-5-methylbenzyl)methanesulfonamide